5-amino-2-(trifluoromethyl)pyridin-4-ol NC=1C(=CC(=NC1)C(F)(F)F)O